N(N)C(SCC)=O S-ethyl hydrazinecarbothioate